tert-butyl 1-(3-(2-amino-6-fluoropyrazolo[1,5-a]pyrimidine-3-carboxamido)-5-fluoropyridin-4-yl)piperidine-4-carboxylate NC1=NN2C(N=CC(=C2)F)=C1C(=O)NC=1C=NC=C(C1N1CCC(CC1)C(=O)OC(C)(C)C)F